4-Fluoro-N-methyl-6-(2-methylimidazo[1,2-b]pyridazin-6-yl)-N-[(2S)-2-methylpiperidin-4-yl]-1,3-benzothiazol-2-amin-Hydrochlorid Cl.FC1=CC(=CC2=C1N=C(S2)N(C2C[C@@H](NCC2)C)C)C=2C=CC=1N(N2)C=C(N1)C